COC1=CC=C(C=C1)[Si]([Si](C)(C)C1=CC=C(C=C1)OC)(C)C bis(4-methoxyphenyl)-1,1,2,2-tetramethyldisilane